3-[(difluoromethyl)sulfanyl]-2-iodo-7-methanesulfinylpyrazolo[1,5-c]pyrimidine FC(F)SC=1C(=NN2C(=NC=CC21)S(=O)C)I